Methyl 3-(ethylamino)-4-{2-oxa-7-azaspiro[3.5]nonan-6-yl}benzoate C(C)NC=1C=C(C(=O)OC)C=CC1C1CC2(COC2)CCN1